6-[(1S)-1-aminoethyl]-5-fluoropyridine-2-carbonitrile N[C@@H](C)C1=C(C=CC(=N1)C#N)F